C(C)(=O)NC1=NN=C(S1)C1CN(CC1)C1=CC=C(N=N1)NC(CC1=NC=CC=C1)=O N-(6-(3-(5-Acetamido-1,3,4-thiadiazol-2-yl)pyrrolidin-1-yl)pyridazin-3-yl)-2-(pyridin-2-yl)acetamide